BrC1=CC=2C=3N(C=NC2C=C1)N=C(N3)C3=CC=C(C=C3)OC 9-bromo-2-(4-methoxyphenyl)[1,2,4]triazolo[1,5-c]quinazolin